O=S([O-])(C(F)(F)F)=NS(=O)(=O)C(F)(F)F oxo(trifluoromesylimino)(trifluoromethyl)-λ6-sulfanolate